C(C)(C)(C)OC(N(C(CCO)C=1C=NC(=CC1)C)O)=O N-hydroxy-N-[3-hydroxy-1-(6-methylpyridin-3-yl)propyl]carbamic acid tert-butyl ester